C(C#C)OCC(COCC1COC(OC1)(C)C)COCC1COC(OC1)(C)C 5,5'-(((2-((prop-2-yn-1-yloxy)methyl)propane-1,3-diyl)bis(oxy))bis(methylene))bis(2,2-dimethyl-1,3-dioxane)